ClC1=CC=C(C=C1)C(CCN(C)C)C1=NC=CC=C1 3-(4-chlorophenyl)-N,N-dimethyl-3-(pyridin-2-yl)propan-1-amine